1-[5-(benzyloxymethyl)-1-cyclopropyl-pyrazol-4-yl]-2-chloro-ethanone C(C1=CC=CC=C1)OCC1=C(C=NN1C1CC1)C(CCl)=O